CO[C@@H]1C[C@@H](NC1)C(=O)N(C1=CC=C(C=C1)S(F)(F)(F)(F)F)C(C(=O)N1CC2(COC2)C1)C=1C=NC=CC1 (2R,4R)-4-methoxy-N-[2-(2-oxa-6-azaspiro[3.3]heptan-6-yl)-2-oxo-1-(3-pyridyl)ethyl]-N-[4-(pentafluoro-λ6-sulfanyl)phenyl]pyrrolidine-2-carboxamide